FC1(CN(C1)C(=O)OC(C)(C)C)C1=NN(C2=CC=CC=C12)CC(N1[C@@H](CCC1)C(F)(F)F)=O tert-Butyl 3-fluoro-3-(1-{2-oxo-2-[(2S)-2-(trifluoromethyl)pyrrolidin-1-yl]ethyl}-1H-indazol-3-yl)azetidine-1-carboxylate